labda-8(20),13-dien-15-ol C/C(=C\CO)/CC[C@H]1C(=C)CC[C@@H]2[C@@]1(CCCC2(C)C)C